CC1CCC=2N=C(N=C(C21)C2=CC=CC=C2)N2[C@H](CC2)C 5-methyl-2-[(2S)-2-methylazetidin-1-yl]-4-phenyl-6,7-dihydro-5H-cyclopenta[d]pyrimidine